COC1=CC=C(C=C1)CN1C(=NC=2N(C1=O)N=C(C2C=2C=NC(=CC2)C)C)SCC2=CC=C(C=C2)OC 3-[(4-methoxyphenyl)methyl]-2-{[(4-methoxyphenyl)methyl]sulfanyl}-7-methyl-8-(6-methylpyridin-3-yl)pyrazolo[1,5-a][1,3,5]triazin-4-one